COC(C1=CC=C(C=C1)N1CCN(CC1)CC1=C(CC(CC1)(C)C)C1=C(SC=C1)C)=O 4-(4-((4,4-dimethyl-2-(2-methylthiophene-3-yl)cyclohex-1-en-1-yl)methyl)piperazin-1-yl)benzoic acid methyl ester